C(C)OC(C(C)(C)OC1=C(C=C(C=C1C)CN1C=NN(C1=O)C1=CC=C(C=C1)F)C)=O 2-(4-((1-(4-Fluorophenyl)-5-oxo-1,5-dihydro-4H-1,2,4-triazol-4-yl)methyl)-2,6-dimethylphenoxy)-2-methylpropanoic acid ethyl ester